4-(2-Amino-2-methylpropanoyl)-N-(1-(4-((endo-3-amino-8-azabicyclo[3.2.1]octan-8-yl)methyl)phenyl)-2-oxo-1,2-dihydropyrimidin-4-yl)piperazine-1-carboxamide Hydrochloride Salt Cl.NC(C(=O)N1CCN(CC1)C(=O)NC1=NC(N(C=C1)C1=CC=C(C=C1)CN1C2CC(CC1CC2)N)=O)(C)C